FC=1C(=C(C=O)C=C(C1)C(=O)N1C(CCC1)C1=CC=C(C=C1)N1CCCC1)O 3-fluoro-2-hydroxy-5-(2-(4-(pyrrolidin-1-yl)phenyl)pyrrolidine-1-carbonyl)benzaldehyde